N-(2-chloro-4-(trifluoromethyl)phenyl)-2-(6-ethyl-2-methyl-8-oxo-7-(piperazin-1-yl)pyrido[2,3-b]thieno[2,3-e]pyrazin-5(8H)-yl)acetamide hydrochloride Cl.ClC1=C(C=CC(=C1)C(F)(F)F)NC(CN1C(=C(C(C=2C1=NC1=C(N2)SC(=C1)C)=O)N1CCNCC1)CC)=O